OCC(CN)(CO)CO Tris(hydroxymethyl)methyl-Aminomethane